N-(2-(7-chloro-5-methylpyrrolo[2,1-f][1,2,4]triazin-4-yl)-2-azaspiro[3.3]heptan-6-yl)-N-isopropylsulfamide ClC1=CC(=C2C(=NC=NN21)N2CC1(C2)CC(C1)N(S(=O)(=O)N)C(C)C)C